(S)-N-(1-(1-(5-((dimethyl(oxo)-λ6-sulfaneylidene)amino)pyridin-2-yl)-3-methyl-1H-1,2,4-triazol-5-yl)ethyl)-3-fluoro-5-(trifluoromethyl)benzamide CS(=O)(C)=NC=1C=CC(=NC1)N1N=C(N=C1[C@H](C)NC(C1=CC(=CC(=C1)C(F)(F)F)F)=O)C